OCCSC(CSCCNC(S)=N)CS 2-((2-((2-hydroxyethyl)thio)-3-mercaptopropyl)thio)ethylisothiourea